FC(C(=O)O)(F)F.O=S1(OCCN1CCN)=O 2,2-dioxido-3-(2-aminoethyl)-1,2,3-oxathiazolidine trifluoroacetate